(S)-1-(3-fluoro-4-(2-methylpyrrolidin-1-yl)phenyl)ethane FC=1C=C(C=CC1N1[C@H](CCC1)C)CC